(Z)-3-(3-(3,5-bis(trifluoromethyl)phenyl)-1H-1,2,4-triazol-1-yl)-1-(3,3-difluoroazetidin-1-yl)prop-2-en-1-one FC(C=1C=C(C=C(C1)C(F)(F)F)C1=NN(C=N1)\C=C/C(=O)N1CC(C1)(F)F)(F)F